C(C1=CC=CC=C1)OC1=CC(=NC(=C1C(=O)O)C)Cl 4-(benzyloxy)-6-chloro-2-methylnicotinic acid